N[C@@H](C(=O)NC=1C=C(C(=O)N)C=CC1)CC1=NC=CC=C1 (R)-3-(2-amino-3-(pyridin-2-yl)propanamido)benzoic amide